N-[4-(3'-anilino-5'-methyl-4'-oxo-1',4',5',7'-tetrahydrospiro[cyclobutane-1,6'-pyrrolo[3,2-c]pyridin]-2'-yl)pyridin-2-yl]-2-(4-fluorophenyl)propenamide N(C1=CC=CC=C1)C1=C(NC2=C1C(N(C1(C2)CCC1)C)=O)C1=CC(=NC=C1)NC(C(=C)C1=CC=C(C=C1)F)=O